mono-5-aminotetrazole NC1=NN=NN1